3-Chloro-thiophene-2-carboxylic acid [6-(1-methyl-piperidine-4-carbonyl)-pyridin-2-yl]-amide CN1CCC(CC1)C(=O)C1=CC=CC(=N1)NC(=O)C=1SC=CC1Cl